BrCC=1C=CC2=C3N(C(N=C2C1Cl)=O)CCN3 8-(bromomethyl)-7-chloro-dihydroimidazo[1,2-c]quinazolin-5(3H)-one